CC1N(CC2(CCC2)C1)S(=O)(=O)C=1N(C=CN1)C 7-Methyl-6-((1-methyl-1H-imidazol-2-yl)sulfonyl)-6-azaspiro[3.4]octane